(3-(2-((2-Azaspiro[3.3]heptan-6-yl)amino)-5-(trifluoromethyl)pyrimidin-4-yl)-1H-indol-7-yl)Dimethylphosphine oxide C1NCC12CC(C2)NC2=NC=C(C(=N2)C2=CNC1=C(C=CC=C21)P(C)(C)=O)C(F)(F)F